CN1N=C(C=C1)C[C@@H](C(=O)O)NC (S)-3-(1-methyl-1H-pyrazol-3-yl)-2-(methylamino)propanoic acid